5-(n-hexyloxycarbonyl)-7-oxo-bicyclo[2.2.1]Hept-2-ene C(CCCCC)OC(=O)C1C2C=CC(C1)C2=O